2-(4,4-difluoroazepan-1-yl)-4-methyl-N-(2-(S-methylsulfonimidoyl)pyridin-4-yl)-5-(trifluoromethyl)nicotinamide FC1(CCN(CCC1)C1=C(C(=O)NC2=CC(=NC=C2)S(=O)(=N)C)C(=C(C=N1)C(F)(F)F)C)F